C(#N)CC1(CN(C1)C1CC2CCC(C1)N2CC=2C(=C(C#N)C(=CC2)N(C)C)F)N2N=CC(=C2)C=2C1=C(N=CN2)NC=C1 3-[(3-{3-(cyanomethyl)-3-[4-(7H-pyrrolo[2,3-d]pyrimidin-4-yl)-1H-pyrazol-1-yl]azetidin-1-yl}-8-azabicyclo[3.2.1]oct-8-yl)methyl]-6-(dimethylamino)-2-fluorobenzonitrile